2-(5-amino-2-methyl-6-oxopyrimidin-1(6H)-yl)acetic acid NC1=CN=C(N(C1=O)CC(=O)O)C